BrC1=CC2=C(OCO2)C=C1F 5-bromo-6-fluoro-2H-1,3-benzodioxole